2-Amino-3-(4-(4-(3-(aminomethyl)-5-fluorophenyl)-1H-pyrazol-1-yl)phenyl)propanoic acid methyl ester dihydrochloride Cl.Cl.COC(C(CC1=CC=C(C=C1)N1N=CC(=C1)C1=CC(=CC(=C1)F)CN)N)=O